FC1=CC(=NC=C1)C1=NC=CC(=C1)F 4,4'-difluoro-2,2'-bipyridine